BrC1=CC=CN2C(=CC=C12)C(C1=CC(=C(C=C1)F)F)=O 8-Bromo-3-(3,4-difluorobenzoyl)indolizine